1-(2-((2-(2-cyano-3-(thiazol-2-yl)acryloyl)-1-propyl-1,2,3,4-tetrahydroisoquinolin-6-yl)oxy)ethyl)piperidine-4-carboxamide potassium di-hydrogen orthophosphate P(=O)(O)(O)[O-].[K+].C(#N)C(C(=O)N1C(C2=CC=C(C=C2CC1)OCCN1CCC(CC1)C(=O)N)CCC)=CC=1SC=CN1